(6-chloro-4-(cyclopentylamino)pyridazin-3-yl)methanol ClC1=CC(=C(N=N1)CO)NC1CCCC1